2,2'-azobis(isovaleronitrile) N(=NC(C#N)C(C)C)C(C#N)C(C)C